C(C)OC(C(CCC(C)C)C)=O 2,5-dimethyl-hexanoic acid ethyl ester